3-(7-fluoro-1-(pyridazin-3-ylmethyl)-benzoimidazol-2-yl)isoxazol-4-amine FC1=CC=CC2=C1N(C(=N2)C2=NOC=C2N)CC=2N=NC=CC2